1-(3-oxocyclobutyl)-1H-pyrazole-4-carboxylic acid ethyl ester C(C)OC(=O)C=1C=NN(C1)C1CC(C1)=O